OC(CCOC(=O)N1CCN(CC1)C=1C=NN2C1C=CC(=C2)C=2C=NN(C2)C)C2=CC=C(C=C2)C.C2([C@H](O)[C@@H](O)[C@H](O)[C@H](O2)CO)C2(CC=CC=C2)C(C=2SC=CC2)C2=CC=CC=C2 (3-D-gluco-pyranosyl)-3-(phenylthienylmethyl)benzene 3-hydroxy-3-(p-tolyl)propyl-4-(6-(1-methyl-1H-pyrazol-4-yl)pyrazolo[1,5-a]pyridin-3-yl)piperazine-1-carboxylate